OC=1C=C(C=CC1O)C1=COC2=C(C1=O)C(=CC(=C2)O)O 3-(3,4-Dihydroxyphenyl)-5,7-dihydroxy-4H-1-benzopyran-4-one